benzotriazol-1-yloxy-trisdimethylaminophosphonium N1(N=NC2=C1C=CC=C2)O[P+](N(C)C)(N(C)C)N(C)C